OCCOCCNC(OC(C)(C)C)=O tert-butyl [2-(2-hydroxy-ethoxy)ethyl]carbamate